C(C)(C)(C)OC(NC1=C(N=NC(=C1)C(F)F)Cl)=O (3-chloro-6-(difluoromethyl)pyridazin-4-yl)carbamic acid tert-butyl ester